FCS(=O)(=O)N[C@@H]1[C@@H](N(CC12CC2)C([C@H](C)OC)=O)CC=2C(=C(C=CC2)C2=CC(=CC(=C2)F)F)F 1-fluoro-N-((6S,7S)-5-((S)-2-methoxypropanoyl)-6-((2,3',5'-trifluoro-[1,1'-biphenyl]-3-yl)methyl)-5-azaspiro[2.4]heptan-7-yl)methanesulfonamide